CN1C(NC=2N=C(N(C2C1=O)C)S(=O)(=O)C)=O 1,7-dimethyl-8-(methylsulfonyl)-2,6-dioxo-1H-purin